methyl-2-(2-methoxy-2-oxoethyl)-2-pentenoic acid CC(=C(C(=O)O)CC(=O)OC)CC